methyl (6-isobutyl-4-methylpyridin-3-yl)carbamate C(C(C)C)C1=CC(=C(C=N1)NC(OC)=O)C